ethyl (7S)-9-(2,6-difluorophenyl)-3,7-dimethyl-16-thia-2,4,5,8-tetrazatetracyclo[8.6.0.02,6.011,15]hexadeca-1(10),3,5,8,11(15)-pentaene-13-carboxylate FC1=C(C(=CC=C1)F)C1=N[C@H](C2=NN=C(N2C=2SC=3CC(CC3C12)C(=O)OCC)C)C